NC1=CC(=C2C(=N1)NC=C2)C=2N=C(SC2)C=2C=C(C=CC2)[C@]2(C(N(CC2)C)=O)O (R)-3-(3-(4-(6-Amino-1H-pyrrolo[2,3-b]pyridin-4-yl)thiazol-2-yl)phenyl)-3-hydroxy-1-methylpyrrolidin-2-one